dodecylhydroxyethyl-dimethylammonium bromide [Br-].C(CCCCCCCCCCC)[N+](C)(C)CCO